C(C)N(CCCOC1=CC=C(C=N1)C1=CC=C2N=CC(=NC2=C1)N(C(=O)NC(C)C)C)CC 1-(7-(6-(3-(diethylamino)propoxy)pyridin-3-yl)quinoxalin-2-yl)-3-isopropyl-1-methylurea